5-(3-(4-((4-Ethylpiperazin-1-yl)methyl)phenyl)ureido)-N-(4-fluorophenyl)pentanamide C(C)N1CCN(CC1)CC1=CC=C(C=C1)NC(NCCCCC(=O)NC1=CC=C(C=C1)F)=O